tert-butyl 4-[[2-(4-bromophenyl)-2,6-diazaspiro[3.3]heptan-6-yl]methyl]-hydroxy-piperidine-1-carboxylate BrC1=CC=C(C=C1)N1CC2(C1)CN(C2)CC2CC(N(CC2)C(=O)OC(C)(C)C)O